2-(benzo[d][1,3]dioxol-5-yl)-N-(4-(6-methoxy-7-((1-(2-methoxyethyl)piperidine-4-yl)methoxy)quinazolin-4-yl)-2-methylphenyl)acetamide O1COC2=C1C=CC(=C2)CC(=O)NC2=C(C=C(C=C2)C2=NC=NC1=CC(=C(C=C21)OC)OCC2CCN(CC2)CCOC)C